(R)-5-((3-fluoro-5-(3-oxo-5-phenyl-6,7-dihydro-3H-pyrrolo[2,1-c][1,2,4]triazol-2(5H)-yl)pyridin-2-yl)oxy)-4-methylthiazole-2-carboxamide FC=1C(=NC=C(C1)N1N=C2N(C1=O)[C@H](CC2)C2=CC=CC=C2)OC2=C(N=C(S2)C(=O)N)C